2-(2-chloro-6-fluorophenyl)-5-[4-(morpholine-4-carbonyl)anilino]-1,3-oxazole-4-carboxamide ClC1=C(C(=CC=C1)F)C=1OC(=C(N1)C(=O)N)NC1=CC=C(C=C1)C(=O)N1CCOCC1